tert-butyl 3-methyl-6-methylene-1,4-oxazepane-4-carboxylate CC1COCC(CN1C(=O)OC(C)(C)C)=C